(3S,4S)-8-{5-[(2-amino-3-chloropyridin-4-yl)sulfonyl]-6-methylimidazo[1,5-a]pyrazin-8-yl}-3-methyl-2-oxa-8-azaspiro[4.5]decan-4-amine NC1=NC=CC(=C1Cl)S(=O)(=O)C1=C(N=C(C=2N1C=NC2)N2CCC1([C@@H]([C@@H](OC1)C)N)CC2)C